ClC=1N=CC=C2C1SC(=C2)C2=C(C(=NC(=C2C(=O)N)CC(C)C)CC)C=2OC(=NN2)C 4-(7-chlorothieno[2,3-c]pyridin-2-yl)-6-ethyl-2-isobutyl-5-(5-methyl-1,3,4-oxadiazol-2-yl)nicotinamide